F[C@@H]1[C@H]([C@@H]2CN[C@]1(CC2)C)N(C2=CC=C(N=N2)C2=C(C=C(C=C2)N2C=NC=C2)O)C 2-(6-(((1S,4S,5S,6R)-6-fluoro-1-methyl-2-azabicyclo[2.2.2]octan-5-yl)(methyl)amino)pyridazin-3-yl)-5-(1H-imidazol-1-yl)phenol